8-(((3R,5S)-5-(((R)-1-(4-carbamimidoylthiophen-2-yl)ethyl)carbamoyl)-1-((9,9-difluoro-9H-fluorene-3-carbonyl)glycyl)-3-fluoropyrrolidin-3-yl)methoxy)octanoic acid C(N)(=N)C=1C=C(SC1)[C@@H](C)NC(=O)[C@@H]1C[C@](CN1C(CNC(=O)C=1C=CC=2C(C3=CC=CC=C3C2C1)(F)F)=O)(F)COCCCCCCCC(=O)O